5-{4-amino-5-[(3,3-difluoroazetidin-1-yl)methyl]pyrrolo[2,1-f][1,2,4]triazin-7-yl}-N-[(3R,4S)-4-fluoro-1-(4-fluorobenzenesulfonyl)pyrrolidin-3-yl]-2-(methoxy-d3)nicotinamide NC1=NC=NN2C1=C(C=C2C=2C=NC(=C(C(=O)N[C@@H]1CN(C[C@@H]1F)S(=O)(=O)C1=CC=C(C=C1)F)C2)OC([2H])([2H])[2H])CN2CC(C2)(F)F